Ethyl 4-oxo-1-((tetrahydro-2H-pyran-4-yl) methyl)-5-(p-tolyl)-1,4-dihydropyridazine-3-carboxylate O=C1C(=NN(C=C1C1=CC=C(C=C1)C)CC1CCOCC1)C(=O)OCC